C(C(C)(C)C)N1CC2(CCC1)CCN(CC2)S(=O)(=O)C=2C=CC(=NC2)N2C(OCC2)=O 3-(5-((2-Neopentyl-2,9-diazaspiro[5.5]undecan-9-yl)sulfonyl)pyridin-2-yl)oxazolidin-2-one